C(#N)C1=CC=C(S1)C1=NNC(=C1)NC1=CC=C(C=N1)C(=O)NCCCN(CC)CC 6-((3-(5-Cyanothiophen-2-yl)-1H-pyrazol-5-yl)amino)-N-(3-(diethylamino)propyl)pyridine-3-carboxamide